CC=1C=C2C=C(NC2=CC1C(=O)O)C1=NC=CC=C1 5-Methyl-2-(pyridin-2-yl)-1H-indole-6-carboxylic acid